1-(3-chloropyridin-2-yl)-3-bromo-1H-pyrazole-5-formic acid ClC=1C(=NC=CC1)N1N=C(C=C1C(=O)O)Br